(R)-4-(2-(6-(trifluoromethyl)imidazo[1,2-a]pyridin-3-yl)pyrimidin-4-yl)morpholine-2-carboxamide FC(C=1C=CC=2N(C1)C(=CN2)C2=NC=CC(=N2)N2C[C@@H](OCC2)C(=O)N)(F)F